silanediol [SiH2](O)O